C(C)(=O)C=1C=NC(=NC1)N1CCN(CC1)C(=O)O[C@H](CC1=CNC(C(=C1)C(F)(F)F)=O)C (S)-1-(6-Oxo-5-(trifluoromethyl)-1,6-dihydropyridin-3-yl)propan-2-yl 4-(5-acetylpyrimidin-2-yl)piperazine-1-carboxylate